BrC1=NC=C(N=C1)N1[C@H](CN(CC1)C=1C=NC(=CC1)F)C (S)-2-bromo-5-(4-(6-fluoropyridin-3-yl)-2-methylpiperazin-1-yl)pyrazine